O=C1NC(CCC1C1=NN(C2=CC(=CC=C12)OCC(=O)NC1=CC(=NO1)C)C)=O 2-((3-(2,6-Dioxopiperidin-3-yl)-1-methyl-1H-indazol-6-yl)oxy)-N-(3-methyl-isoxazol-5-yl)acetamide